lauryl sulphate S(=O)(=O)(OCCCCCCCCCCCC)[O-]